FC(CC(C(=O)NC=1C(=NC2=C(C=CC=C2C1)F)C)(C)CC1=CC(=CC=C1)F)(F)F 4,4,4-trifluoro-N-(8-fluoro-2-methyl-3-quinolyl)-2-[(3-fluorophenyl)methyl]-2-methyl-butanamide